OCC1CCC(CC1)N1N=C2C=C(C(=CC2=C1)NC(=O)C1=NC(=NC=C1)C(F)(F)F)OC N-[2-[4-(hydroxymethyl)cyclohexyl]-6-methoxy-indazol-5-yl]-2-(trifluoromethyl)pyrimidine-4-carboxamide